11-(4-(diphenyl-amino)phenyl)dithieno[2,3-a:3',2'-c]phenazine C1(=CC=CC=C1)N(C1=CC=C(C=C1)C=1C=CC=C2N=C3C4=C(C5=C(C3=NC12)SC=C5)C=CS4)C4=CC=CC=C4